NN1C(N2[C@@H](C[C@@H](CC2)C2=C(C(=CC=C2O)Cl)Cl)C1=O)=O (7R,8aS)-2-amino-7-(2,3-dichloro-6-hydroxyphenyl)tetrahydro-imidazo[1,5-a]pyridine-1,3(2H,5H)-dione